COC(=O)C1=CN(C(C(=C1N)\C=C\OCC)=O)C1(CC1)C methyl-4-amino-5-[(E)-2-ethoxyethenyl]-1-(1-methylcyclopropyl)-6-oxo-1,6-dihydropyridine-3-carboxylate